(S)-tert-butyl 6-amino-2-((tert-butoxycarbonyl)amino)hexanoate NCCCC[C@@H](C(=O)OC(C)(C)C)NC(=O)OC(C)(C)C